C(=O)O.ClC=1C=C2CCCN(C2=C(C1)C1=C2C(=NC=C1)C=C(S2)CN2C(OC[C@H]2C(F)(F)F)=O)[C@@H]2CNC1(CCC1)C2 (S)-3-((7-(6-chloro-1-((S)-5-azaspiro[3.4]octan-7-yl)-1,2,3,4-tetrahydroquinolin-8-yl)thieno[3,2-b]pyridin-2-yl)methyl)-4-(trifluoromethyl)oxazolidin-2-one, formic acid salt